N-(5-(2-((4-(4-methylpiperazin-1-yl)phenyl)amino)quinazolin-8-yl)thiophen-2-yl)acrylamide CN1CCN(CC1)C1=CC=C(C=C1)NC1=NC2=C(C=CC=C2C=N1)C1=CC=C(S1)NC(C=C)=O